(1s,3s)-3-fluorocyclobutyl (3R,4S)-3-(5-{4-amino-5-[(4,4-difluoropiperidin-1-yl)methyl]pyrrolo[2,1-f][1,2,4]triazin-7-yl}-2-methoxypyridine-3-amido)-4-fluoropyrrolidine-1-carboxylate NC1=NC=NN2C1=C(C=C2C=2C=C(C(=NC2)OC)C(=O)N[C@@H]2CN(C[C@@H]2F)C(=O)OC2CC(C2)F)CN2CCC(CC2)(F)F